ClC1=CC=C(S1)C(=O)NC[C@H]1CN(C(O1)=O)C1=CC=C(C=C1)N1C(COCC1)=O (S)-5-chloro-N-{[2-oxo-3-[4-(3-oxomorpholin-4-yl)phenyl]oxazolidine-5-yl]methyl}thiophene-2-carboxamide